2-(5-chloropyridin-2-yl)-6-[1-(2,2-difluoroethyl)-1H-pyrazolo[3,4-b]pyrazin-6-yl]-2,6-diazaspiro[3.4]octane ClC=1C=CC(=NC1)N1CC2(C1)CN(CC2)C2=CN=C1C(=N2)N(N=C1)CC(F)F